CC(C)(OC(NCCOCCOCCC(NCCCNC1=CC=C(C=C1)C(C(=O)O)C1=CC=CC=C1)=O)=O)C 2-(4-((2,2-dimethyl-4,14-dioxo-3,8,11-trioxa-5,15-diazaoctadecan-18-yl)amino)phenyl)-2-phenylacetic acid